4-(6,7-difluoro-4-(1,4-dioxa-8-azaspiro[4.5]decan-8-yl)quinoline-3-carbonyl)-N,N-diethylpiperazine-1-carboxamide FC=1C=C2C(=C(C=NC2=CC1F)C(=O)N1CCN(CC1)C(=O)N(CC)CC)N1CCC2(OCCO2)CC1